CC(C)N(C(C)C)P(OCCC#N)N(C(C)C)C(C)C 3-({bis[di(prop-2-yl)amino]Phosphino}oxy)propionitrile